ClC1=C(C=CC(=C1)F)N1N=CC(=C1C(F)(F)F)C(=O)NC=1C=NC(=C(C1)C#N)N1N=CC=N1 1-(2-chloro-4-fluorophenyl)-N-(5-cyano-6-(2H-1,2,3-triazol-2-yl)pyridin-3-yl)-5-(trifluoromethyl)-1H-pyrazole-4-carboxamide